C1=CC=C(C(=C1)CO)I O-iodobenzyl alcohol